C(C)(C)OCC(COC(C)C)O 1,3-diisopropyloxy-2-propanol